chloro-5'H-spiro[cyclobutane-1,7'-furo[3,4-d]pyrimidine] ClC=1N=CC2=C(N1)C1(OC2)CCC1